2-(Diisopropylamino)-4-((4-(Piperazin-1-ylmethyl)phenyl)amino)pyrimido[4,5-d]pyridazin-5(6H)-on C(C)(C)N(C=1N=C(C2=C(C=NNC2=O)N1)NC1=CC=C(C=C1)CN1CCNCC1)C(C)C